BrC=1SC(=C(N1)C(=O)N(C1C(N(CC1)CC(F)(F)F)=O)C1=CC(=CC(=C1)OC)OC)Cl 2-Bromo-5-chloro-N-(3,5-dimethoxyphenyl)-N-(2-oxo-1-(2,2,2-trifluoroethyl)pyrrolidin-3-yl)thiazole-4-carboxamide